ClC(C(C(F)Cl)(F)F)Cl 1,1,3-trichloro-2,2,3-trifluoropropane